4-epoxy-1-methylhexanecarboxylic acid 3,4-epoxy-1-methylcyclohexyl ester CC1(CC2C(CC1)O2)OC(=O)C(CC2C(O2)C)CC